ethyl 4-tert-butyl-1H-imidazole-2-carboxylate C(C)(C)(C)C=1N=C(NC1)C(=O)OCC